FC=1C=CC2=C(N=C(S2)NC2=NC3=C(N2C)C=CC=C3)C1 2-(5-Fluoro-benzothiazol-2-ylamino)-1-methyl-1H-benzoimidazole